C(CCCCCCCCCCCCCCCCC)(=O)NCCNC(CCCCCCCCCCCCCCCCC)=O bis-stearoyl-ethylenediamine